1,8-diazabicyclo[5.4.0]undec-7-ene ethoxyacetate C(C)OCC(=O)O.N12CCCCCC2=NCCC1